COCC1(C2C=CC(C1)C2)COC 2,2-bis(methoxymethyl)-5-norbornene